3-Bromo-2-(1-Ethoxyvinyl)-5-Fluoro-Aniline BrC=1C(=C(N)C=C(C1)F)C(=C)OCC